chloro-2,3-dihydro-1λ6-thieno[3,2-b]pyridine-1,1-dione ClC1CC2=NC=CC=C2S1(=O)=O